hexadecyl-1,10-decanediol C(CCCCCCCCCCCCCCC)C(CCCCCCCCCO)O